3H-imidazole-2-carboxylic acid N1=C(NC=C1)C(=O)O